CN(CC(=O)O)C1=NC2=CC=C(C=C2C(=C1)C1=CC=CC=C1)NCCCCC 2-[methyl-(6-pentylamino-4-phenylquinolin-2-yl)amino]acetic acid